(S)-3-(4-(4-acetylpiperazin-1-yl)phenyl)-2-(carboxyamino)propanoic acid C(C)(=O)N1CCN(CC1)C1=CC=C(C=C1)C[C@@H](C(=O)O)NC(=O)O